O-eicosanyl-2-palmitoyl-glycerol C(CCCCCCCCCCCCCCCCCCC)OCC(OC(CCCCCCCCCCCCCCC)=O)CO